3-{3-methyl-2-oxo-5-[2-(piperidin-4-yl)ethynyl]-1,3-benzodiazol-1-yl}piperidine-2,6-dione CN1C(N(C2=C1C=C(C=C2)C#CC2CCNCC2)C2C(NC(CC2)=O)=O)=O